di-tert-butyl-(2R,4R)-4-((6-chloro-3-fluoro-4-methylpyridin-2-yl) methyl)-2-methylpiperidine-1,4-dicarboxylate C(C)(C)(C)OC(=O)N1[C@@H](C[C@@](CC1)(C(=O)OC(C)(C)C)CC1=NC(=CC(=C1F)C)Cl)C